FC=1C(=NC=CC1)NC(=O)C=1C=2C[C@@H]3[C@H](C2N(N1)C1=C(C=C(C=C1)F)F)C3 (1aR,5aR)-2-(2,4-Difluoro-phenyl)-1a,2,5,5a-tetrahydro-1H-2,3-diaza-cyclopropa[a]pentalene-4-carboxylic acid (3-fluoro-pyridin-2-yl)-amide